C1(CCCC1)N1CCC(CC1)NC1=C2C(=NC3=CC(=C(N=C13)OC)OC)CCCC2 1-cyclopentyl-N-{2,3-dimethoxy-6H,7H,8H,9H-cyclohexa[b]1,5-naphthyridin-10-yl}piperidin-4-amine